4-(4-Nitro-N-(4-oxo-4-(pentadec-8-yloxy)butyl)phenylsulfonylamino)butanoic acid [N+](=O)([O-])C1=CC=C(C=C1)S(=O)(=O)N(CCCC(OC(CCCCCCC)CCCCCCC)=O)CCCC(=O)O